FC(C1=NC(=NO1)C1=CC=C(C=C1)C(CSC1=CC(=CC=C1)C(F)(F)F)=O)(F)F 1-(4-(5-(trifluoromethyl)-1,2,4-oxadiazol-3-yl)phenyl)-2-((3-(trifluoromethyl)phenyl)thio)ethan-1-one